O[C@@H](COC1=NC(=CC(=C1)C=1C=C(C=CC1C)NC(=O)N1C[C@H](CC1)OC(F)(F)F)N1CCOCC1)CO (3S)-N-(3-[2-[(2R)-2,3-dihydroxypropoxy]-6-(morpholin-4-yl)pyridin-4-yl]-4-methylphenyl)-3-(trifluoromethoxy)pyrrolidine-1-carboxamide